[(R)-4-(6-Amino-4-methoxy-pyridin-3-yl)-2-(2,2-difluoroethyl)-piperazin-1-yl]-[4-methoxy-5-(4-trifluoromethylphenyl)-pyridin-2-yl]-methanone NC1=CC(=C(C=N1)N1C[C@H](N(CC1)C(=O)C1=NC=C(C(=C1)OC)C1=CC=C(C=C1)C(F)(F)F)CC(F)F)OC